BrC1=NC(=CC(=C1)C#N)Br 2,6-dibromopyridine-4-carbonitrile